(-)-L-Malic acid C([C@@H](C(=O)O)O)C(=O)O